NC=1C2=C(N=CN1)N(C(=C2C=2C=NN(C2)CC2=CC=NC=C2)C2=CC=C(C=C2)NC(C(=C)C)=O)C N-(4-(4-amino-7-methyl-5-(1-(pyridin-4-ylmethyl)-1H-pyrazol-4-yl)-7H-pyrrolo[2,3-d]pyrimidin-6-yl)phenyl)methacrylamide